N-[3-[2-[2-[2-[2-[2-(2,6-dioxo-3-piperidyl)-1,3-dioxo-isoindolin-5-yl]oxyethoxy]ethoxy]ethoxy]ethoxy]propyl]-2-[4-[(6-fluoro-1,3-benzothiazol-2-yl)oxy]phenoxy]acetamide O=C1NC(CCC1N1C(C2=CC=C(C=C2C1=O)OCCOCCOCCOCCOCCCNC(COC1=CC=C(C=C1)OC=1SC2=C(N1)C=CC(=C2)F)=O)=O)=O